C1CON=C1 Isoxazolin